N-[2(S)-(acetylsulfanylmethyl)-3-(2-methylphenyl)propionyl]-L-methionine ethyl ester C(C)OC([C@@H](NC([C@H](CC1=C(C=CC=C1)C)CSC(C)=O)=O)CCSC)=O